C(C)(=O)N(C=1C(=C(C(=C(C1I)C(=O)NCC(COC(C)=O)O)I)C(=O)NCC(CO)O)I)CC(CO)O 5-[acetyl-(2,3-dihydroxypropyl)amino]-N-[3-(acetoxy)-2-hydroxypropyl]-N'-(2,3-dihydroxypropyl)-2,4,6-triiodobenzene-1,3-dicarboxamide